ClCC1=NC=C(C=C1)C 2-(chloromethyl)-5-methyl-pyridine